FC=1C=NC=CC1C(F)(F)F 3-fluoro-4-(trifluoromethyl)pyridine